1,6-hexanediol dioleate C(CCCCCCC\C=C/CCCCCCCC)(=O)OCCCCCCOC(CCCCCCC\C=C/CCCCCCCC)=O